FC1(CCN(CC1)C1=NC(=CC(=N1)C=1N=NN(C1)C1=C(C=C(C=C1)NS(=O)(=O)CC)N1CCC2(CC2)CC1)C)F N-(4-(4-(2-(4,4-difluoropiperidin-1-yl)-6-methylpyrimidin-4-yl)-1H-1,2,3-triazol-1-yl)-3-(6-azaspiro[2.5]octan-6-yl)phenyl)ethanesulfonamide